C(C)C1C(NOC=C1)=O ethylOxazinone